CCCCC(CC)COC(=O)C1=CC(=CC=C1)C(=O)OCC(CC)CCCC di-2-ethylhexyl Isophthalate